bis(4-methoxybenzyl)pyrimidine-4,5-diamine COC1=CC=C(CC2=C(C(=NC(=N2)CC2=CC=C(C=C2)OC)N)N)C=C1